5-methoxy-6-(trifluoromethyl)-2,3-dihydro-1H-pyridine COC=1CCCNC1C(F)(F)F